titanium alloyl-titanium C(C=C)(=O)[Ti].[Ti]